BrC=1C(=C(C=C(C1)C(F)(F)F)[C@]1(CC(=NO1)C1=CC(=C(C(=O)N[C@@H]2CN(C(C2)=O)CC)C=C1)C)C(F)(F)F)F |o1:11| 4-((R*)-5-(3-bromo-2-fluoro-5-(trifluoromethyl)phenyl)-5-(trifluoromethyl)-4,5-dihydroisoxazol-3-yl)-N-((S)-1-ethyl-5-oxopyrrolidin-3-yl)-2-methylbenzamide